N1=CC=C(C=C1)CNC(OCCC=1C(OC2=CC(=CC=C2C1C)N(CC)CC)=O)=O 2-(7-(diethylamino)-4-methyl-2-oxo-2H-chromen-3-yl)ethyl (pyridin-4-ylmethyl)carbamate